2-amino-5-methyl-3H-pyrazolo[5,1-f][1,2,4]triazin-4-one NC1=NN2C(C(N1)=O)=C(C=N2)C